O(C1=C(C=C(C=C1)C)Br)C1=C(C=C(C=C1)C)Br 1,1'-oxybis(2-bromo-4-methylbenzene)